BrC=1C=C(C=C2C(C(=C(OC12)S)C)=O)C(F)(F)F 8-bromo-3-methyl-2-sulfanyl-6-(trifluoromethyl)chromen-4-one